(p-tolyl)(p-chlorophenyl)methylene(cyclopentadienyl)(octamethyloctahydrodibenzofluorenyl)zirconium dichloride [Cl-].[Cl-].C1(=CC=C(C=C1)C(=[Zr+2](C1(C(C(C(C2(C3C(=C4C=5C=CC=CC5CC4=C21)C=CCC3)C)(C)C)(C)C)(C)C)C)C3C=CC=C3)C3=CC=C(C=C3)Cl)C